2-(trifluoromethyl)pyridine-3-carboxylic acid FC(C1=NC=CC=C1C(=O)O)(F)F